5-(3-(benzyloxy)phenyl)-1-methyl-3-(pyrrolidin-1-ylmethyl)-1H-1,2,4-triazole C(C1=CC=CC=C1)OC=1C=C(C=CC1)C1=NC(=NN1C)CN1CCCC1